C(C(=C)C)(=O)OCC(C)(O)C(C(C(C(C(C(C(C(F)(F)F)(C(F)(F)F)F)(F)F)(F)F)(F)F)(F)F)(F)F)(F)F 2-(perfluoro-7-methyloctyl)-2-hydroxypropyl methacrylate